(tert-Butoxycarbonyl)-N-[6-(2-hydroxyethyl)-3-methoxypyrazin-2-yl]carbamic acid tert-butyl ester C(C)(C)(C)OC(N(C1=NC(=CN=C1OC)CCO)C(=O)OC(C)(C)C)=O